ON(CC1=CC=CC=C1)C(C1CCCCC1)P(C1=CC=CC=C1)(C1=CC=CC=C1)=O (((hydroxy)benzylamino)(cyclohexyl)methyl)diphenylphosphine oxide